2-(3-fluoro-2-isopropoxyphenyl)-9-([4-[1-methyl-4-(trifluoromethyl)imidazol-2-yl]phenyl]methyl)-7H-purin-8-one FC=1C(=C(C=CC1)C1=NC=C2NC(N(C2=N1)CC1=CC=C(C=C1)C=1N(C=C(N1)C(F)(F)F)C)=O)OC(C)C